1-[(1-tert-butoxycarbonylazetidin-3-yl)methyl]-1-(2-tert-butoxy-2-keto-ethyl)piperidin-1-ium-4-carboxylate C(C)(C)(C)OC(=O)N1CC(C1)C[N+]1(CCC(CC1)C(=O)[O-])CC(=O)OC(C)(C)C